N-(7-(4-fluorophenoxy)-2,3-dihydrobenzo[b][1,4]dioxin-5-yl)-1-methyl-5-oxopyrrolidine-2-carboxamide FC1=CC=C(OC=2C=C(C3=C(OCCO3)C2)NC(=O)C2N(C(CC2)=O)C)C=C1